OC1=CC=C(C=C1)SCCC(CCSC1=CC=C(C=C1)O)=O 1,5-bis(4-hydroxyphenylthio)-3-oxopentane